COC(C(=O)O)CC12CCN(CC1)CC2 2-methoxy-3-(quinuclidin-4-yl)propanoic acid